N[C@@H]1C2=CC(=CC=C2CC12CCN(CC2)C=2N(C(C1=C(N2)NN=C1C(=C)C1=CC=CC=C1)=O)C)OC (S)-6-(1-amino-6-methoxy-1,3-dihydro-spiro[indene-2,4'-piperidin]-1'-yl)-5-methyl-3-(1-phenylvinyl)-1,5-dihydro-4H-pyrazolo[3,4-d]pyrimidin-4-one